IC1=CN(C2=NC(=CC=C21)N2[C@H](COCC2)C)S(=O)(=O)C2=CC=CC=C2 (S)-4-(3-iodo-1-benzenesulfonyl-1H-pyrrolo[2,3-b]pyridin-6-yl)-3-methyl-morpholin